C(C1=CC=CC=C1)N1N=C2C(N(CCC2=C1Cl)[C@@H]1C(N(C2=C(OC1)C=C1C(=C2)OCCO1)C)=O)=O (S)-8-(2-benzyl-3-chloro-7-oxo-2,4,5,7-tetrahydro-6H-pyrazolo[3,4-c]pyridin-6-yl)-10-methyl-2,3,7,8-tetrahydro-[1,4]dioxino[2',3':4,5]benzo[1,2-b][1,4]oxazepin-9(10H)-one